3-(propan-2-yl)-1H-pyrazole-5-carboxylic acid CC(C)C1=NNC(=C1)C(=O)O